tetracyclo[2.1.0.01,3.02,5]pentanamine C123C4(C1C3C42)N